Benzyl (S)-(1-((tert-butyldimethylsilyl)oxy)-3-oxopropan-2-yl)carbamate [Si](C)(C)(C(C)(C)C)OC[C@@H](C=O)NC(OCC1=CC=CC=C1)=O